(E)-4-(2-(quinolin-8-ylcarbamoyl)phenyl)penta-2,4-dienoic acid methoxyethyl ester COCCOC(\C=C\C(=C)C1=C(C=CC=C1)C(NC=1C=CC=C2C=CC=NC12)=O)=O